C(C)N(CC)CCC[Si](OC)(OC)OC γ-(N,N-diethyl)aminopropyltrimethoxysilane